FC=1C(NC(N(C1)CC(=O)O)=O)=O 5-fluorouracil-1-acetic acid